C(C)(=O)OCC1=C(N2C(C(C2SC1)N)=O)C(=O)O 3-(Acetoxymethyl)-7-amino-8-oxo-5-thia-1-azabicyclo[4.2.0]oct-2-ene-2-carboxylic acid